C(C)(C)C1=C(NC2=CC=C(C=C12)C1CN(CCO1)CCOC)C=1C=C(C=2N(C1)N=CN2)C 2-(3-isopropyl-2-(8-methyl-[1,2,4]triazolo[1,5-a]pyridin-6-yl)-1H-indol-5-yl)-4-(2-methoxyethyl)morpholine